C(#N)C=1C=C(C=CC1)[C@@H]1N(OCC1)C1=CC(=NC=N1)NC=1C(=CC(=C(C1)NC(C=C)=O)N1CCC(CC1)N1C[C@@H](N(CC1)C1CC1)C)OC N-(5-((6-((R)-3-(3-cyanophenyl)isoxazolidine-2-yl)pyrimidine-4-yl)amino)-2-(4-((S)-4-cyclopropyl-3-methylpiperazine-1-yl)piperidine-1-yl)-4-methoxyphenyl)acrylamide